ClC1=C(C(=O)N2CCC3(CC2)C(NC2=CC=C(C=C23)C(=O)NC)=O)C=CC(=C1)Cl 1'-(2,4-dichlorobenzoyl)-N-methyl-2-oxo-spiro[indoline-3,4'-piperidine]-5-carboxamide